(2-methylnaphthalen-1-yl)boronic acid CC1=C(C2=CC=CC=C2C=C1)B(O)O